FC(S(=O)(=O)OC=1N=NC=CC1Cl)(F)F 4-chloropyridazine-3-yl trifluoromethanesulfonate